NC1(CCN(CC1)C1=NC(=C2C(=N1)NN=C2C2=C(C1=C(N=C(S1)C)C=C2)Cl)C#N)CC(F)F 6-(4-amino-4-(2,2-difluoroethyl)piperidin-1-yl)-3-(7-chloro-2-methylbenzo[d]thiazol-6-yl)-1H-pyrazolo[3,4-d]pyrimidine-4-carbonitrile